6-(but-3-ene-2-yl)-4-((R)-3-methylmorpholinyl)-2-(1H-pyrazol-3-yl)-8,9-dihydro-1,3,6,9a-tetraazabenzo[cd]azulen-7(6H)-one CC(C=C)N1C=2C3=C(C(=NN3CCC1=O)C1=NNC=C1)N=C(C2)N2[C@@H](COCC2)C